rel-(4aS,7R,7aS)-7-hydroxy-octahydrocyclopenta[b][1,4]oxazine-4-carboxylic acid tert-butyl ester C(C)(C)(C)OC(=O)N1[C@@H]2[C@H](OCC1)[C@@H](CC2)O |o1:8,9,13|